4-bromo-2-methylphenylmethylamine BrC1=CC(=C(C=C1)CN)C